BrC1=CC(=C(C(=C1)F)C=O)[N+](=O)[O-] 4-bromo-6-fluoro-2-nitrobenzene-1-carbaldehyde